COC1=C(C=CC(=C1)C2=CC(=C(C=C2)N)OC)N dianisidine